tert-butyl 6-[1-(2-fluoro-4-nitro-phenyl)-4-piperidyl]-2,6-diazaspiro[3.3]heptane-2-carboxylate FC1=C(C=CC(=C1)[N+](=O)[O-])N1CCC(CC1)N1CC2(CN(C2)C(=O)OC(C)(C)C)C1